C(CCCCCCCC(=O)O)(=O)O 1,9-nonanediic acid